C(C(CC(CC(=O)O)C(=O)O)C(=O)O)C(=O)O 1,2,4,5-pentanetetracarboxylic acid